N[C@@H]1C2=CC=CC=C2CC12CCN(CC2)C2=CC=C(C=C2C(=C)C2=NNCC2)OC(F)(F)F (S)-6-(1-amino-1,3-dihydrospiro[indene-2,4'-piperidine]-1'-yl)-3-(1-(3-(trifluoromethoxy)phenyl)vinyl)-1,5-dihydro-4H-pyrazole